diethylhydroxybenzoylhexyl benzoate C(C1=CC=CC=C1)(=O)OC(CCCCC(C(C1=CC=CC=C1)=O)O)(CC)CC